NC1=NC=CC(=C1F)CN1CCN(CC1)C1=NC=C(C#N)C=C1 6-(4-((2-amino-3-fluoropyridin-4-yl)methyl)piperazin-1-yl)nicotinonitrile